trifluoromethylthio dodecanoate C(CCCCCCCCCCC)(=O)OSC(F)(F)F